(2S)-2-[(1S)-1-[7-(1-tert-butylpyrazol-4-yl)quinolin-5-yl]oxyethyl]morpholine-4-carboxylic acid tert-butyl ester C(C)(C)(C)OC(=O)N1C[C@H](OCC1)[C@H](C)OC1=C2C=CC=NC2=CC(=C1)C=1C=NN(C1)C(C)(C)C